ClC1=NC(=NC(=C1)C1=C(C=CC=C1C)C)NS(=O)(=O)C1=CC(=CC=C1)CO N-[4-chloro-6-(2,6-dimethylphenyl)pyrimidin-2-yl]-3-(hydroxymethyl)benzenesulfonamide